C(C1=CC=CC=C1)OC([C@@H](COCCC)CNC(=O)OCC1C2=CC=CC=C2C=2C=CC=CC12)=O (2R)-2-(9-fluorenyl)methoxycarbonylaminomethyl-3-n-propoxypropionic acid benzyl ester